ClC=1C=CC(=NC1)C1(OC2=C(O1)C=CC=C2N2CCN(CC2)CC2=NC1=C(N2C[C@H]2OCC2)C=C(C=C1C#C)C(=O)O)C 2-((4-(2-(5-chloropyridin-2-yl)-2-methylbenzo[d][1,3]dioxol-4-yl)piperazin-1-yl)methyl)-4-ethynyl-1-((S)-oxetan-2-ylmethyl)-1H-benzo[d]imidazole-6-carboxylic acid